tert-butyl 4-((6-((phenoxycarbonyl)amino)pyridin-3-yl)oxy)piperidine-1-carboxylate O(C1=CC=CC=C1)C(=O)NC1=CC=C(C=N1)OC1CCN(CC1)C(=O)OC(C)(C)C